6-(4-ethoxyphenyl)-N'-((2-fluoro-5-methoxypyridin-3-yl)methyl)pyrazine-2-carbohydrazide C(C)OC1=CC=C(C=C1)C1=CN=CC(=N1)C(=O)NNCC=1C(=NC=C(C1)OC)F